ClC=1C=2C(N=C3N(C2C=CC1)C1=CC=C(C=C1C31CCCCC1)CC1CCNCC1)=O 4'-chloro-9'-(piperidin-4-ylmethyl)-5'H-spiro[cyclohexane-1,7'-indolo[1,2-a]quinazolin]-5'-one